CN1C=NC(=C1)C=1C=CC=C(C1)O 5-(1-methyl-1H-imidazol-4-yl)phenol